N=1C=NN2C1C=C(C=C2)OC2=C(C=C(C=C2)NC=2C1=C(N=CN2)SC(=C1)C=1C=C(C=C(C1)C(=O)N1CCN(CC1)C)NC(C=C)=O)C N-(3-(4-((4-([1,2,4]triazolo[1,5-a]pyridin-7-yloxy)-3-methylphenyl)amino)thieno[2,3-d]pyrimidin-6-yl)-5-(4-methylpiperazine-1-carbonyl)phenyl)acrylamide